3-(5-(azetidin-3-yl)-1-oxoisoindol-2-yl)piperidine-2,6-dione hydrochloride Cl.N1CC(C1)C=1C=C2CN(C(C2=CC1)=O)C1C(NC(CC1)=O)=O